C(CCCCCCCCCCCCCCCCCCCCC)C1=C(CO)C=CC(=C1)CCCCCCCCCCCCCCCCCCCCCC 2,4-Bis(behenyl)benzyl alcohol